3-(hydroxymethyl)-3,5,5-trimethyldihydrofuran-2(3H)-one OCC1(C(OC(C1)(C)C)=O)C